2-(2-chloro-6-fluorobenzyl)-6-(3,4-dimethoxyphenyl)pyridazin-3(2H)-one ClC1=C(CN2N=C(C=CC2=O)C2=CC(=C(C=C2)OC)OC)C(=CC=C1)F